N[C@H]1CS(C2=C(N(C1=O)CC1=CC=C(C=C1)Cl)C=C(C(=C2)F)C=2C=NC=C(C2)OC)(=O)=O (3R)-3-amino-5-[(4-chlorophenyl)methyl]-8-fluoro-7-(5-methoxy-3-pyridyl)-1,1-dioxo-2,3-dihydro-1λ6,5-benzothiazepin-4-one